Bis-(4-hydroxy-3-methylphenyl)-methan OC1=C(C=C(C=C1)CC1=CC(=C(C=C1)O)C)C